C(#N)C=1C(=NC(=CC1C1=CC=C(C=C1)F)C1=NC=CC=C1)OCCNC(C)=O N-(2-(3-Cyano-4-(4-fluorophenyl)-6-(pyridin-2-yl)pyridin-2-yloxy)ethyl)acetamide